CN(CCN1N=CC(=C1)C1=CC(=C(C=C1)C1(N=C(C2=C(N1)NC=C2)NC=2C=CC=C1CCN(C21)S(=O)(=O)C)N)OC)C 2-(4-(1-(2-(dimethylamino)ethyl)-1H-pyrazol-4-yl)-2-methoxyphenyl)-N4-(1-(methylsulfonyl)indolin-7-yl)-7H-pyrrolo[2,3-d]pyrimidine-2,4-diamine